C1(CC1)[C@@H]1N(CCC(C1)C=1C=CC2=C(NC(=N2)C2=CC(=C(C=C2)OC)OC)C1F)C1CCNCC1 6-(r-cyclopropyl-[1,4'-bipiperidin]-4-yl)-2-(3,4-dimethoxyphenyl)-7-fluoro-1H-benzo[d]imidazole